methyl 3-(3,4-difluorophenyl)-2,4-dimethylazetidine-3-carboxylate FC=1C=C(C=CC1F)C1(C(NC1C)C)C(=O)OC